4-(2-Chlorothiazol-5-yl)-1-(3-(pyridin-4-yl)-1H-pyrazol-5-yl)piperidin ClC=1SC(=CN1)C1CCN(CC1)C1=CC(=NN1)C1=CC=NC=C1